CC=1C=NC(=NC1)N1CCN(CC1)S(=O)(=O)C1=CC=C(C=C1)NC(NCC=1C=NC=CC1)=O 3-{4-[4-(5-methylpyrimidin-2-yl)piperazine-1-sulfonyl]phenyl}-1-(pyridin-3-ylmethyl)urea